[AsH2](O)=O.C1(CC1)N1N=CC(=C1)C1=NC(=CC2=C1N=C(N=C2)N[C@H]2[C@H](COC2)NC(C=C)=O)C2=C(C(=CC(=C2Cl)OC)OC)Cl N-((3R,4S)-4-((8-(1-cyclopropyl-1H-pyrazol-4-yl)-6-(2,6-dichloro-3,5-dimethoxyphenyl)pyrido[3,4-d]pyrimidin-2-yl)amino)tetrahydrofuran-3-yl)acrylamide arsinate